dimethyl 2-((((Z)-1-amino-2-(((tert-butyldimethylsilyl)oxy)methyl)-3,3-diphenylpropylidene) amino)oxy)but-2-enedioate N\C(\C(C(C1=CC=CC=C1)C1=CC=CC=C1)CO[Si](C)(C)C(C)(C)C)=N/OC(C(=O)OC)=CC(=O)OC